(R)-(1-(4-((1-(3,4,5-trimethoxyphenyl)-1H-imidazol-4-yl)amino)-5,6,7,8-tetrahydroquinazolin-2-yl)pyrrolidin-2-yl)methanol manganese (III) [Mn+3].COC=1C=C(C=C(C1OC)OC)N1C=NC(=C1)NC1=NC(=NC=2CCCCC12)N1[C@H](CCC1)CO